CN(C(OC(C)(C)C)=O)C(C)(C)C1CN(CCO1)C=1C=NC(=CC1)[N+](=O)[O-] tert-butyl methyl(2-(4-(6-nitropyridin-3-yl)morpholin-2-yl)propan-2-yl)carbamate